C(CCC)SC(C(=O)O)(CC)O (n-butylthio)-2-hydroxy-butanoic Acid